2-methyl-5-({5H,6H,7H,8H-pyrido[3,4-d]pyrimidin-2-yl}amino)-2,3-dihydro-1H-isoindol-1-one CN1C(C2=CC=C(C=C2C1)NC=1N=CC2=C(N1)CNCC2)=O